C1(=C(C=CC=C1)OS(=O)(=O)C1=CC=C(C)C=C1)C p-toluenesulfonic acid o-tolyl ester